2-fluoro-3-(N-methyl-2,2-difluoro-1,3-benzodioxole-5-carboxamido)benzamide FC1=C(C(=O)N)C=CC=C1N(C(=O)C1=CC2=C(OC(O2)(F)F)C=C1)C